(E)-3-(3-(4-methoxyphenyl)acryloyl)oxazolidine-2-one-5,5-d2 COC1=CC=C(C=C1)/C=C/C(=O)N1C(OC(C1)([2H])[2H])=O